C(#N)C1(CC1)NS(=O)(=O)C=1C=C(C=2N(C1)C(=CN2)C=2SC(=NN2)C(F)F)N2CCN(CC2)C(C(C)C)=O N-(1-cyanocyclopropyl)-3-(5-(difluoromethyl)-1,3,4-thiadiazol-2-yl)-8-(4-isobutyrylpiperazin-1-yl)imidazo[1,2-a]pyridine-6-sulfonamide